7-bromo-6-fluorofuro[2,3-c]quinolin-4(5H)-one BrC=1C=CC=2C3=C(C(NC2C1F)=O)OC=C3